5'-chloro-1,1':3',1'':3'',1'''-quaterphenyl ClC=1C=C(C=C(C1)C1=CC=CC=C1)C1=CC(=CC=C1)C1=CC=CC=C1